C(C)OC(CCCCC)=O ethylhexanoate